FC1=C2C[C@@H](NC2=CC(=C1N1CC(NS1(=O)=O)=O)O)CNC(C)CCC 5-[(2R)-4-fluoro-6-hydroxy-2-{[(pentan-2-yl)amino]methyl}-2,3-dihydro-1H-indol-5-yl]-1λ6,2,5-thiadiazolidine-1,1,3-trione